FC1=C(OCC2=CC=C(CC3=NOC(=C3)C=3C(=NC=CC3)N)C=C2)C=C(C=C1F)F 3-(3-(4-((2,3,5-trifluorophenoxy)methyl)benzyl)isoxazol-5-yl)pyridin-2-amine